N1(CCCCC1)CC1=CC=C2C=CC(=NC2=C1O)N\N=C(\C)/C1=NC=CC=C1 (Z)-7-(Piperidin-1-ylmethyl)-2-(2-(1-(pyridin-2-yl)ethylidene)hydrazinyl)quinolin-8-ol